CC1CCC(CC1)C(C)(C)O cis-dihydro-α-terpineol